FC1=C(C=CC=C1)N1CC2=C(CCC1=O)C(NC(=N2)SC)=O 8-(2-fluorophenyl)-2-(methylsulfanyl)-5,6,8,9-tetrahydro-3H-pyrimido[4,5-c]azepine-4,7-dione